2-dodecyl ether sodium sulfate S(=O)(=O)([O-])[O-].[Na+].CC(CCCCCCCCCC)OC(C)CCCCCCCCCC.[Na+]